COC1=C(C=C(C=C1)C)C1(OCC(C1)C)C(=O)NS(=O)(=O)C1=C2C=CC(=NC2=CC=C1)C 2-(2-methoxy-5-methylphenyl)-4-methyl-N-((2-methylquinolin-5-yl)sulfonyl)tetrahydrofuran-2-carboxamide